C(C)(C)N(C)[Zr](N(C(C)C)C)(N(C(C)C)C)N(C(C)C)C tetrakis(isopropylmethylamino)zirconium(IV)